BrC=1C=C(C=CC1)C1NC2=CC=CC=C2C(N1)=O 2-(3-bromo-phenyl)-2,3-dihydroquinazolin-4(1H)-one